2-(4-biphenylyl)benzofuran-4-ol C1(=CC=C(C=C1)C=1OC=2C(C1)=C(C=CC2)O)C2=CC=CC=C2